C1(CC1)NC(C([C@H](C[C@H]1C(NCC1)=O)NC([C@H](CC1(CC1)CC)NC(O)=O)=O)O)=O ((2S)-1-(((2S)-4-(cyclopropylamino)-3-hydroxy-4-oxo-1-((S)-2-oxopyrrolidin-3-yl)butan-2-yl)amino)-3-(1-ethylcyclopropyl)-1-oxopropan-2-yl)carbamic acid